ethyl 4-[(tert-butoxycarbonyl)amino]-1-[14-(2,5,8,11-tetraoxatridecan-13-yl)-2,5,8,11-tetraoxa-14-azanonadecan-19-yl]pyrrole-2-carboxylate C(C)(C)(C)OC(=O)NC=1C=C(N(C1)CCCCCN(CCOCCOCCOCCOC)CCOCCOCCOCCOC)C(=O)OCC